ClC1=C(C2=C(C(=N1)N1C[C@H]3C([C@@H](C1)C3)CC(=O)OCC)CCC2(F)F)C#N ethyl 2-((1R,5S)-3-(3-chloro-4-cyano-5,5-difluoro-6,7-dihydro-5H-cyclopenta[c]pyridin-1-yl)-3-azabicyclo[3.1.1]heptan-6-yl)acetate